NC1=C(C=CC(=C1)Br)NC1CCN(CC1)C(C)=O 1-(4-((2-amino-4-bromophenyl)amino)piperidine-1-yl)ethanone